1-benzyl-N-[(6S)-4-methyl-2-[2-(2-oxa-5-azabicyclo[2.2.1]heptan-5-yl)ethyl]-5-oxo-7,8-dihydro-6H-pyrazolo[1,5-a][1,3]diazepin-6-yl]-1,2,4-triazole-3-carboxamide C(C1=CC=CC=C1)N1N=C(N=C1)C(=O)N[C@@H]1C(N(C=2N(CC1)N=C(C2)CCN2C1COC(C2)C1)C)=O